4-octyloxy-(9,9-diphenylfluorene) CCCC(CCCC)OC1=CC=CC=2C3=CC=CC=C3C(C12)(C1=CC=CC=C1)C1=CC=CC=C1